(R)-cyclopropyl(3,3-difluoro-4-((5-(imidazo[1,2-a]pyrimidin-6-yl)-4-methoxypyrrolo[2,1-f][1,2,4]triazin-2-yl)amino)piperidin-1-yl)methanone C1(CC1)C(=O)N1CC([C@@H](CC1)NC1=NN2C(C(=N1)OC)=C(C=C2)C=2C=NC=1N(C2)C=CN1)(F)F